CCCCCCCCCCCCCC(=O)OCC(COC(=O)CCCCCCCCCCCCC)OC(=O)CCCCCCCCCCCCC Glyceryl Trimyristate